ClC=1C(=C(C=CC1)CN(CCNC(OC(C)(C)C)=O)C1CCC1)F tert-butyl N-[2-[(3-chloro-2-fluoro-phenyl)methyl-cyclobutyl-amino]ethyl]carbamate